FC(CN1N=CC(=C1)C1=C(N=C2N(C1=O)C=CC(=C2)OC)C(F)(F)F)(C)F 3-(1-(2,2-difluoropropyl)-1H-pyrazol-4-yl)-8-methoxy-2-(trifluoromethyl)-4H-pyrido[1,2-a]pyrimidin-4-one